CC(CCCCC)O Heptane-2-ol